5-{(rac)-1-[(5-methyl-1H-imidazol-2-yl)methyl]-5',6'-dihydrospiro[pyrrolidine-3,4'-pyrrolo[1,2-b]pyrazol]-2'-yl}-3-(trifluoromethyl)pyridin-2-amine CC1=CN=C(N1)CN1C[C@]2(CCN3N=C(C=C32)C=3C=C(C(=NC3)N)C(F)(F)F)CC1 |r|